N-{[4-(3,4-difluorobenzyl)morpholin-2-yl]methyl}acetamide FC=1C=C(CN2CC(OCC2)CNC(C)=O)C=CC1F